2-(2-Aminopyridin-4-yl)-N-(6-(4-(2-hydroxypropan-2-yl)piperidin-1-yl)-2,2-dimethyl-2,3-dihydrobenzofuran-5-yl)oxazole-4-carboxylic acid amide NC1=NC=CC(=C1)C=1OC=C(N1)C(=O)NC=1C(=CC2=C(CC(O2)(C)C)C1)N1CCC(CC1)C(C)(C)O